O1CCC2=C1C=CC(=C2)[S@@](=O)(=N)C=2C=C1C=NN(C(C1=CC2)=O)CC=2C=NC(=CC2)OC (R)-6-(2,3-dihydrobenzofuran-5-sulfonimidoyl)-2-((6-methoxypyridin-3-yl)methyl)phthalazin-1(2H)-one